2-butyloctyl 3-ethyl-12-hexyl-6-(2-hydroxyethyl)-10-oxo-9,11-dioxa-3,6-diazahenicosan-21-oate C(C)N(CC)CCN(CCOC(OC(CCCCCCCCC(=O)OCC(CCCCCC)CCCC)CCCCCC)=O)CCO